C1(=CC=CC=C1)N1N=C(CC1C1=CC=CC=C1)C1=CC(OC2=CC=CC=C12)=O 4-(1,5-Diphenyl-4,5-dihydro-1H-pyrazol-3-yl)-2H-chromen-2-one